2-(8-fluoro-4-methoxy-2-phenylquinoline-7-carbonyl)malononitrile FC=1C(=CC=C2C(=CC(=NC12)C1=CC=CC=C1)OC)C(=O)C(C#N)C#N